2'H-trispiro[cyclopropane-1,1'-indene-3',1''-cyclohexane-3'',2'''-[1,3]dioxolane] O1C2(OCC1)CC1(CCC2)CC2(C3=CC=CC=C31)CC2